4-benzoyl-1,3-diacetyl-1,3-dihydro-5-methyl-2H-imidazol-2-one C(C1=CC=CC=C1)(=O)C=1N(C(N(C1C)C(C)=O)=O)C(C)=O